3,4,5-trihydroxy-4'-nitro-tolan OC=1C=C(C=C(C1O)O)C#CC1=CC=C(C=C1)[N+](=O)[O-]